1-(5-((1-(2-methoxyethyl)-1H-pyrazol-4-yl)amino)pyridin-3-yl)-4-methyl-N-(3-(trifluoromethyl)phenyl)benzamide COCCN1N=CC(=C1)NC=1C=C(C=NC1)C1(C(=O)NC2=CC(=CC=C2)C(F)(F)F)CC=C(C=C1)C